Titanium triisobutoxide bromide [Br-].CC(C)C[O-].CC(C)C[O-].CC(C)C[O-].[Ti+4]